ClC1=CC=C(CN2C=3N(CCC2)N=C(C3C(=O)N[C@@H](C)C3=CC=C(C(=O)OC)C=C3)C(F)(F)F)C=C1 Methyl (S)-4-(1-(4-(4-chlorobenzyl)-2-(trifluoromethyl)-4,5,6,7-tetrahydropyrazolo[1,5-a]pyrimidine-3-carboxamido)ethyl)benzoate